1-hexanamine C(CCCCC)N